Rac-8-((1S,2S,4R)-bicyclo[2.2.1]heptan-2-yl)-2-(methylsulfonyl)pyrido[2,3-d]pyrimidin-7(8H)-one [C@H]12[C@H](C[C@H](CC1)C2)N2C(C=CC1=C2N=C(N=C1)S(=O)(=O)C)=O |r|